icosanone CC(CCCCCCCCCCCCCCCCCC)=O